6-(3,3-Difluorocyclobutoxy)-3-hydroxy-2,7-dimethyl-2,3-dihydrobenzo[d]isothiazole-1,1-dioxide FC1(CC(C1)OC1=C(C2=C(C(N(S2(=O)=O)C)O)C=C1)C)F